(1r,3r)-adamantane-1-carbonyl chloride C12(CC3CC(CC(C1)C3)C2)C(=O)Cl